N'-{[(2,6-difluoropyridin-3-yl)sulfonyl]oxy}-2-(2-methylpropane-2-sulfonyl)ethanimidamide FC1=NC(=CC=C1S(=O)(=O)ON=C(CS(=O)(=O)C(C)(C)C)N)F